4-(2-(2-(3-(azepan-1-yl)prop-1-yn-1-yl)pyridin-4-yl)-2,8-diazaspiro[4.5]dec-8-yl)-6-chloropyridazin-3-amine N1(CCCCCC1)CC#CC1=NC=CC(=C1)N1CC2(CC1)CCN(CC2)C2=C(N=NC(=C2)Cl)N